(4-(5-methyloxazolo[4,5-b]pyridin-2-yl)piperazin-1-yl)(6-(3-((1,1,1-trifluoropropan-2-yl)oxy)azetidin-1-yl)pyridin-3-yl)methanone CC1=CC=C2C(=N1)N=C(O2)N2CCN(CC2)C(=O)C=2C=NC(=CC2)N2CC(C2)OC(C(F)(F)F)C